1-(2-fluorophenyl)ethan-1-one tert-butyl-(3R,4R)-4-((6-((5-(difluoromethoxy)-1H-pyrazol-3-yl)amino)pyrazin-2-yl)oxy)-3-methylazepane-1-carboxylate C(C)(C)(C)OC(=O)N1C[C@H]([C@@H](CCC1)OC1=NC(=CN=C1)NC1=NNC(=C1)OC(F)F)C.FC1=C(C=CC=C1)C(C)=O